O1C2(OCC1)CC=1C=CC(NC1CC2)=O 1,5,7,8-tetrahydro-2H-spiro[quinoline-6,2'-[1,3]dioxolan]-2-one